5-fluoro-2-(1,2,3,6-tetrahydropyridin-4-yl)benzonitrile hydrochloride Cl.FC=1C=CC(=C(C#N)C1)C=1CCNCC1